ClC=1C=C2CCN(CC2=C(C1)[C@H]1N(CCC1)C(=O)O)C1=CC(=NC=C1)COC.C(C)(=O)NC1=CC(=C2CN(CC2=C1)C#N)C1=C(C(=O)N)C=CC=C1 (6-acetylamino-2-cyanoisoindolin-4-yl)benzamide (S)-2-(6-chloro-2-(2-(methoxymethyl)pyridin-4-yl)-1,2,3,4-tetrahydroisoquinoline-8-yl)pyrrolidine-1-carboxylate